C(C)(C)(C)OC(=O)N(C1CC=2C(OC1)=C(SC2)C(=O)OCC)C ethyl 3-[tert-butoxycarbonyl (methyl)amino]-3,4-dihydro-2H-thieno[3,4-b]pyran-7-carboxylate